methyl 1-(2-(4-(azetidin-3-yl)-3,5-dimethylphenyl)propan-2-yl)piperidine-4-carboxylate N1CC(C1)C1=C(C=C(C=C1C)C(C)(C)N1CCC(CC1)C(=O)OC)C